C1=CC=CC2=C(C3=CC=CC=C3C(=C12)O)O Anthracene-9,10-diol